1-iodohippurate sodium [Na+].IC1(C(NCC(=O)[O-])=O)CC=CC=C1